methyl 2-((4-((tert-butoxycarbonyl) amino) butan-2-yl) oxy)-5-fluorobenzoate C(C)(C)(C)OC(=O)NCCC(C)OC1=C(C(=O)OC)C=C(C=C1)F